3-fluorophenoxymethylimidazo[1,2-a]pyrimidine FC=1C=C(OCC=2N=C3N(C=CC=N3)C2)C=CC1